4-amino-2-(tert-butyl)benzonitrile NC1=CC(=C(C#N)C=C1)C(C)(C)C